ClC1=NC=2N(C(=C1C1=CC=C(C=C1)OC)OC)NC(C2C2=CCCCC2)(C2=CC=CC=C2)C2=CC=CC=C2 5-chloro-3-(cyclohex-1-en-1-yl)-7-methoxy-2-phenyl-6-(4-methoxyphenyl)-2-phenylpyrazolo[1,5-a]pyrimidine